BrC=1SC=C(N1)C(F)(F)F 2-bromo-4-(trifluorometh-yl)thiazole